NC(CC(=O)O)CCCCCCCCCCCC 3-amino-pentadecanoic acid